5-(5,6-dimethoxypyridine-3-yl)pyrazolo[1,5-A]pyridine-2-amine COC=1C=C(C=NC1OC)C1=CC=2N(C=C1)N=C(C2)N